ClC1=C(C=C(C(=C1)CC1=C(C=C(C=C1)F)F)C)N=CN(C)CC N'-(2-chloro-4-(2,4-difluorobenzyl)-5-methylphenyl)-N-ethyl-N-methylformimidamide